2,2,3,3,3-Pentafluoropropylmethylether FC(COC)(C(F)(F)F)F